CC(=C)C=CCCC(=CCC(=CC)C)C 2,7,10-trimethyldodeca-1,3,7,10-tetraene